ClC1=CC=C(C=C1)C1=C(COCC1)CN1CCN(CC1)C(=O)C=1C=C2C(N(C(C2=CC1)=O)C1C(NC(CC1)=O)=O)=O 5-(4-((4-(4-chlorophenyl)-5,6-dihydro-2H-pyran-3-yl)methyl)piperazine-1-carbonyl)-2-(2,6-dioxopiperidin-3-yl)isoindoline-1,3-dione